n-amyl cyclobutylformate C1(CCC1)C(=O)OCCCCC